(R)-2-(4-(7-chloropyrazolo[1,5-a]pyridin-2-yl)-1,4,6,7-tetrahydro-5H-imidazo[4,5-c]pyridin-5-yl)-5-(2-methylpyridin-3-yl)-1,3,4-oxadiazole ClC1=CC=CC=2N1N=C(C2)[C@@H]2N(CCC1=C2N=CN1)C=1OC(=NN1)C=1C(=NC=CC1)C